4-(6-((1S,6R,7R)-7-(aminomethyl)-7-(2-fluorophenyl)-3-azabicyclo[4.1.0]heptan-3-yl)-1H-pyrazolo[3,4-b]pyrazin-3-yl)-2,6-difluorophenol NC[C@@]1([C@@H]2CCN(C[C@H]12)C1=CN=C2C(=N1)NN=C2C2=CC(=C(C(=C2)F)O)F)C2=C(C=CC=C2)F